(1R,2S)-5'-methoxy-1'-methyl-2'-oxospiro[cyclopropane-1,3'-indole] COC=1C=C2C3(C(N(C2=CC1)C)=O)CC3